(1R,5S)-8-(2-methoxy-1H-benzo[d]imidazol-5-yl)-3-oxa-8-azabicyclo[3.2.1]octane COC1=NC2=C(N1)C=CC(=C2)N2[C@H]1COC[C@@H]2CC1